S(=O)(=O)(O)OC1CC(CCC1C(C)C)C menthol sulfate